methyl 4-((3-(difluoromethyl) piperidin-1-yl) methyl)-7,7-dimethyl-6,7-dihydro-5H-cyclopenta[b]pyridine-2-carboxylate FC(C1CN(CCC1)CC1=C2C(=NC(=C1)C(=O)OC)C(CC2)(C)C)F